FC(OC1=CC=C(C=C1)N1C2=C(C=C(C1=O)B(O)O)SC(=N2)OCC)F (4-(4-(difluoromethoxy)phenyl)-2-ethoxy-5-oxo-4,5-dihydrothiazolo[4,5-b]pyridin-6-yl)boronic acid